FC=1C=2N(C=C(C1)NC(=O)C1=CC=C(C3=CN(N=C13)\C=C\C)N1CCN(CC1)C(=O)OC(C)(C)C)C=C(N2)C tert-butyl 4-[7-({8-fluoro-2-methylimidazo[1,2-a]pyridin-6-yl}carbamoyl)-2-[(1E)-prop-1-en-1-yl]indazol-4-yl]piperazine-1-carboxylate